1,6-dichloro-5-fluoro-3-(methylthio)imidazo[1',5':1,2]pyrido[4,3-d]pyrimidine ClC1=C2C(=NC(=N1)SC)C(=C(N1C2=CN=C1)Cl)F